3-(2-((5-amino-2-pyridinyl)(methyl)amino)ethyl)urea NC=1C=CC(=NC1)N(CCNC(N)=O)C